NC=1C=C(C=NC1Cl)C=1C=C2C(=NC=NC2=CC1)NC1=CC(=C(C=C1)F)Cl 6-(5-amino-6-chloropyridin-3-yl)-N-(3-chloro-4-fluorophenyl)quinazolin-4-amine